3-(3,6-dichloro-5-methylpyridazin-4-yl)-3-methoxypropyl methanesulfonate CS(=O)(=O)OCCC(OC)C1=C(N=NC(=C1C)Cl)Cl